(S)-2-chloro-N-(2-fluoro-3-((3-(2-(piperidin-3-ylamino)pyrimidin-4-yl)pyridin-2-yl)oxy)phenyl)benzenesulfonamide ClC1=C(C=CC=C1)S(=O)(=O)NC1=C(C(=CC=C1)OC1=NC=CC=C1C1=NC(=NC=C1)N[C@@H]1CNCCC1)F